C(C)C=1C=C(C=CC1O)N1C(N(C(C1(C)C)=O)C=1C=C(C(=NC1)C#N)C(F)(F)F)=S 5-(3-(3-ethyl-4-hydroxyphenyl)-4,4-dimethyl-5-oxo-2-thioxoimidazolidin-1-yl)-3-(trifluoromethyl)pyridinecarbonitrile